OCCC(CCO)NC(OC(C)(C)C)=O tert-butyl N-[3-hydroxy-1-(2-hydroxyethyl)propyl]carbamate